N-(pentan-2-yl)undecane-1,11-diamine CC(CCC)NCCCCCCCCCCCN